C(C)N1N=CC=C1C(=O)N[C@H](C(=O)NC1=CC(=C(C=C1)C1=NNC(C=C1)=O)F)C(C1=CC=CC=C1)C1=CC=CC=C1 (S)-1-ethyl-N-(1-((3-fluoro-4-(6-oxo-1,6-dihydropyridazin-3-yl)phenyl)amino)1-oxo-3,3-diphenylpropan-2-yl)-1H-pyrazole-5-carboxamide